1-({[(1R)-1-(4-Chlorophenyl)-2-[(4-chlorophenyl)methyl]-5-(2-hydroxypropan-2-yl)-3-oxo-2,3-dihydro-1H-isoindol-1-yl]oxy}methyl)cyclopropan ClC1=CC=C(C=C1)[C@@]1(N(C(C2=CC(=CC=C12)C(C)(C)O)=O)CC1=CC=C(C=C1)Cl)OCC1CC1